8-((4,5-Dimethoxy-2-nitrobenzyl)oxy)pyrene COC1=CC(=C(COC2=CC=C3C=CC4=CC=CC5=CC=C2C3=C54)C=C1OC)[N+](=O)[O-]